3-((2S)-2-hydroxy-3-(8-(5-methyl-1-phenyl-1H-pyrazol-4-ylsulfonyl)-1-oxa-8-azaspiro[4.5]dec-3-ylamino)propoxy)-N,N-dimethylbenzenesulfonamide O[C@H](COC=1C=C(C=CC1)S(=O)(=O)N(C)C)CNC1COC2(C1)CCN(CC2)S(=O)(=O)C=2C=NN(C2C)C2=CC=CC=C2